2-(2,4-difluorophenyl)-4-(3-(ethylsulfonyl)phenyl)-6-fluorophthalazin-1(2H)-one FC1=C(C=CC(=C1)F)N1C(C2=CC=C(C=C2C(=N1)C1=CC(=CC=C1)S(=O)(=O)CC)F)=O